Diiodoneopentyl glycol thallium [Tl].IC(C(C(O)I)(C)C)O